CC1=C(C=CC=C1)/C(/C(=O)OC1C(OC1)C1=NC=CC(=C1)N)=N/OC (4-aminopyridin-2-yl)oxetan-3-ol (Z)-methyl-α-methoxyiminophenylacetate